(1R,3S,4S)-2-(Toluene-4-sulfonyl)-2-azabicyclo[2.2.1]heptane-3-carboxylic acid benzooxazol-6-ylmethyl-(4,4-dimethyl-cyclohexyl)-amide O1C=NC2=C1C=C(C=C2)CN(C(=O)[C@H]2N([C@@H]1CC[C@H]2C1)S(=O)(=O)C1=CC=C(C)C=C1)C1CCC(CC1)(C)C